FC=1C(=NN2C1C=C(C=C2)C=2NC1=CC=C(C=C1C2C(C)C)C2CCN(CC2)CC(=O)N(C)C)C 2-(4-(2-(3-fluoro-2-methylpyrazolo[1,5-a]pyridin-5-yl)-3-isopropyl-1H-indol-5-yl)piperidin-1-yl)-N,N-dimethylacetamide